ClC=1C(NC=2C=C(C=NC2C1C)CN1C(CC(=CC1([2H])[2H])C=1C=NC(=CC1)C(=O)NC)([2H])[2H])=O 1'-((7-chloro-8-methyl-6-oxo-5,6-dihydro-1,5-naphthyridin-3-yl)methyl)-N-methyl-1',2',3',6'-tetrahydro-[3,4'-bipyridin]-2',2',6',6'-d4-6-carboxamide